C(=O)(O)C=1C=C(C=C(C1)C(=O)O)S(=O)(=O)O 3,5-dicarboxybenzenesulfonic acid